FC=1C=C2C3=C(NC2=C(C1)NC)N=CC(=C3NC)C=3C=C1C(C(=CN(C1=NC3)CC3NCCOC3)C(=O)O)=O 6-[6-fluoro-4,8-bis(methylamino)-9H-pyrido[2,3-b]indol-3-yl]-1-(morpholin-3-ylmethyl)-4-oxo-1,8-naphthyridine-3-carboxylic acid